Germanic acid [GeH](=O)O